pyridinium guanidinium NC(=[NH2+])N.[NH+]1=CC=CC=C1